BrC1=C(C=C(C(=O)N2CC=3N(CC2)C(N(C3C(=O)NCC3=NC=CN=C3)C3=CC=C(C=C3)OC)=O)C=C1)Cl 7-(4-bromo-3-chloro-benzoyl)-2-(4-methoxyphenyl)-3-oxo-N-(pyrazin-2-ylmethyl)-6,8-dihydro-5H-imidazo[1,5-a]pyrazine-1-carboxamide